N[C@H]1CN(CCC1)C(=O)C=1C=C2OCCN3C(=NC(C1)=C32)C=3N(C2=CC(=CC=C2C3)F)CC3CC3 (R)-(3-Aminopiperidin-1-yl)(2-(1-(cyclopropylmethyl)-6-fluoro-1H-indol-2-yl)-3,4-dihydro-5-oxa-1,2a-diazaacenaphthylen-7-yl)methanone